C(CCCCCCCCCCCCCC)C=1C=C(OCCC[Si](O[Si](C)(C)C)(O[Si](C)(C)C)C)C=CC1 3-(m-pentadecylphenoxypropyl)heptamethyltrisiloxane